(S)-N-(4-amino-3,4-dioxo-1-phenylbutan-2-yl)-2,6-difluorobenzamide NC(C([C@H](CC1=CC=CC=C1)NC(C1=C(C=CC=C1F)F)=O)=O)=O